4-(2-tert-butyl-1-methyl-1H-imidazol-4-yl)-1H-pyrrolo[2,3-b]pyridine, trifluoroacetate salt FC(C(=O)O)(F)F.C(C)(C)(C)C=1N(C=C(N1)C1=C2C(=NC=C1)NC=C2)C